(R)-5-cyclopentyldihydrofuran-2(3H)-one C1(CCCC1)[C@H]1CCC(O1)=O